BrC1=C(C=CC=C1)C1=CC=C(C=C1)CBr 2-bromo-4'-bromomethylbiphenyl